FC1=CC=C(C=C)C=C1 4-Fluorostyrol